CNC=1N=C(C(=NC1C=1C2=C(C=NC1)N(C=N2)C)C(=O)OC)NC=2C=CC=1N(C2)C=NN1 Methyl 5-(methylamino)-6-(3-methylimidazo[4,5-c]pyridin-7-yl)-3-([1,2,4]triazolo[4,3-a]pyridin-6-ylamino)pyrazine-2-carboxylate